Methyl({2H,3H,4H-thieno[3,4-b]pyran-4-yl}methyl)amine hydrochloride Cl.CNCC1C=2C(OCC1)=CSC2